ClC=1C=C(C=C(C1)[N+](=O)[O-])C1=CC(=CC(=C1)[N+](=O)[O-])Cl 3,3'-dichloro-5,5'-dinitro-1,1'-biphenyl